FC1(CCC(CC1)CCC(=O)O)F 3-(4,4-difluorocyclohexyl)propionic acid